3-((((R)-((S)-7-(1-methyl-1H-pyrazol-4-yl)-2,3-dihydro-1H-pyrido[2,3-b][1,4]oxazin-3-yl)(phenyl)methyl)amino)methylene)indolin-2-one dihydrochloride Cl.Cl.CN1N=CC(=C1)C1=CC2=C(O[C@@H](CN2)[C@@H](C2=CC=CC=C2)NC=C2C(NC3=CC=CC=C23)=O)N=C1